1-(phenylmethyl) 5,5-difluoro-1,3-piperidinedicarboxylate FC1(CC(CN(C1)C(=O)OCC1=CC=CC=C1)C(=O)[O-])F